C(=O)O.CC1(C=C(CCN1)C1=CC=C(N=N1)C=1N(N=C2C=C(C(=CC12)C(=O)N)OCC)C)C (6-(6,6-dimethyl-1,2,3,6-tetrahydropyridin-4-yl)pyridazin-3-yl)-6-ethoxy-2-methyl-2H-indazole-5-carboxamide formate